C(C)S(=O)(=O)C=1C=CC(=NC1C1=NC2=C(C=NC(=C2)C(F)(F)F)N1C)C(NC)=S 5-(Ethylsulfonyl)-N-methyl-6-[3-methyl-6-(trifluoromethyl)-3H-imidazo[4,5-c]pyridin-2-yl]pyridine-2-carbothioamide